N1N=CC(=C1)CCCNC(C1=CC(=C(C=C1)S(=O)(=O)CC1=NN(C=C1)C)C#CC1=CC=C(C=C1)OC(F)(F)F)=O N-(3-(1H-pyrazol-4-yl)propyl)-4-(((1-methyl-1H-pyrazol-3-yl)methyl)sulfonyl)-3-((4-(trifluoromethoxy)phenyl)ethynyl)benzamide